CC1=NC(=CC=C1O[C@@H]1C[C@H](CC1)CC(=O)O)C=1N=NN(C1CNC(=O)OCC1(CCC1)CCC)C |r| (±)-trans-2-[3-[(2-methyl-6-{1-methyl-5-[({[(1-propylcyclobutyl)methoxy]carbonyl}amino)methyl]-1H-1,2,3-triazol-4-yl}pyridin-3-yl)oxy]cyclopentyl]acetic acid